C(C)OC1=C(C(N(C=C1)C1=CC=C(C=C1)F)=O)C(=O)NC1=CC(=C(C=C1)C1=CC(=C(C=C1)OC)C=1C=C2C=CC=NC2=CC1)F 4-Ethoxy-N-(2-fluoro-4'-methoxy-3'-(quinolin-6-yl)-[1,1'-biphenyl]-4-yl)-1-(4-fluorophenyl)-2-oxo-1,2-dihydropyridine-3-carboxamide